2-chloroethylaniline ClCCNC1=CC=CC=C1